di(sulfoxyethyl)dimethyl-ammonium O(S(=O)(=O)O)CC[N+](C)(C)CCOS(=O)(=O)O